N1N=CC2=CC3=C(C=C12)NC(O3)=O 1,7-dihydro-6H-oxazolo[5,4-f]indazol-6-one